[Mo].[Co].[Mo].[B] boron molybdenum compound with cobalt-molybdenum